ethyl 5-(5-bromo-2,4-bis(trifluoromethyl)-7,9-dihydro-8H-pyrrolo[3,4-h]quinolin-8-yl)-1,3,4-oxadiazole-2-carboxylate BrC1=C2C(=CC(=NC2=C2C(=C1)CN(C2)C2=NN=C(O2)C(=O)OCC)C(F)(F)F)C(F)(F)F